Dimethyl-formamid-dimethylacetal COC(N(C)C)OC